ClC(C1=NC(=NO1)C1=CC=C(C=C1)C(CSC1=C(C=CC=C1Cl)Cl)=O)(F)F 1-(4-(5-(chlorodifluoromethyl)-1,2,4-oxadiazol-3-yl)phenyl)-2-((2,6-dichlorophenyl)thio)ethan-1-one